C1(=CC=CC=C1)[C@@H]1CC[C@@H](N1C(CC1=CC=CC=C1)=O)C(=O)O (2R,5S)-5-phenyl-1-(2-phenylacetyl)pyrrolidine-2-carboxylic acid